4-{5-[(Z)-(2-imino-4-oxo-1,3-thiazolidin-5-ylidene)methyl]furan-2-yl}-2-(trifluoromethyl)benzenesulfonamide N=C1S\C(\C(N1)=O)=C/C1=CC=C(O1)C1=CC(=C(C=C1)S(=O)(=O)N)C(F)(F)F